NC1=CC2=C(N(C(N2C)=O)C=2C(=NC(=CC2)OCC2=CC=CC=C2)OCC2=CC=CC=C2)C=C1 5-Amino-1-(2,6-dibenzyloxy-3-pyridyl)-3-methyl-benzimidazol-2-one